6-chloro-3-(2-fluorophenyl)-1-[[2-(trimethylsilyl)ethoxy]methyl]pyrrolo[2,3-b]pyridine ClC1=CC=C2C(=N1)N(C=C2C2=C(C=CC=C2)F)COCC[Si](C)(C)C